C(C)(=O)OCCN(CCOC(C)=O)CCC(=O)OCCOC N,N-bis(2-acetoxyethyl)-2-(2-methoxyethoxycarbonyl)ethylamine